N-((5-(2-fluoro-4-(trifluoromethyl)phenyl)-1,2,4-oxadiazol-3-yl)methyl)-2-bromopyridine-3-carboxamide FC1=C(C=CC(=C1)C(F)(F)F)C1=NC(=NO1)CNC(=O)C=1C(=NC=CC1)Br